ClC=1C=C(C=C(C1)Cl)C1=C(C=CC(=C1)F)C1=NC(=NO1)C1=CC=C(C=C1)C=1N(C=C(N1)C(F)(F)F)C 5-(3',5'-dichloro-5-fluoro-[1,1'-biphenyl]-2-yl)-3-(4-(1-methyl-4-(trifluoromethyl)-1H-imidazol-2-yl)phenyl)-1,2,4-oxadiazole